NC=1C=2N(C3=C(N1)C=NC(=C3)C(=O)N([C@@H]3COC1=C3C=CC(=C1)C(F)(F)F)CC)C(=NC2)C (S)-4-amino-N-ethyl-1-methyl-N-(6-(trifluoromethyl)-2,3-dihydrobenzofuran-3-yl)imidazo[1,5-a]pyrido[3,4-e]pyrazine-8-carboxamide